2-((3-chloro-4-fluorophenyl)(3,4-difluorophenyl)methyl)-1H-imidazole ClC=1C=C(C=CC1F)C(C=1NC=CN1)C1=CC(=C(C=C1)F)F